CC(CCCCCC)=O E-2-octanal